4,4'-diamino-3,3'-difluorobiphenyl NC1=C(C=C(C=C1)C1=CC(=C(C=C1)N)F)F